[Cr].[Co].[Fe].N[C@@H]1CN(CC1)C1=CC=CC(=N1)C(=O)NC=1C=C2C(=NC1N1CCCCC1)N=C(S2)N2CCOCC2 (S)-6-(3-Aminopyrrolidin-1-yl)-N-(2-morpholino-5-(piperidin-1-yl)thiazolo[4,5-b]pyridin-6-yl)pyridine-2-carboxamide iron-cobalt-chromium